CO[C@@H]1CN(CC[C@H]1C=1SC2=C(N1)C=C(C=C2)C2=NC[C@H](CC2)C)C |&1:2,7| 2-(rac-(3S,4R)-3-methoxy-1-methylpiperidin-4-yl)-5-((S)-5-methyl-3,4,5,6-tetrahydropyridin-2-yl)benzo[d]thiazole